ClC=1C(=C(C=CC1)NC=1C2=C(N=CN1)C=CC(=N2)N2CC1(C2)CCNC1)F N-(3-chloro-2-fluoro-phenyl)-6-(2,7-diazaspiro[3.4]octan-2-yl)pyrido[3,2-d]pyrimidin-4-amine